C(C)(=O)N[C@H](C(=O)N[C@H]1CCC=2C=CC=C3C[C@H](N(C23)C1=O)C(=O)N[C@@H](C(=O)O)C)C(C)C (R)-2-{[(2S,5S)-5-((S)-2-Acetylamino-3-methyl-butyrylamino)-4-oxo-1,2,4,5,6,7-hexahydro-azepino[3,2,1-hi]indole-2-carbonyl]-amino}-propionic acid